methyl 5-amino-4-(cyclopropylamino)-2,3-difluorobenzoate NC=1C(=C(C(=C(C(=O)OC)C1)F)F)NC1CC1